CC(C(=O)OCCCS(=O)(=O)O)=C 3-(2-methylprop-2-enoyloxy)propane-1-sulfonic acid